4-[3-(3-chloro-2-fluoropyridin-4-yl)-5-(hydroxymethyl)-1-(oxane-2-yl)-1H-pyrazolo[3,4-b]pyrazine-6-yl]-N-(4-fluorophenyl)piperazine ClC=1C(=NC=CC1C1=NN(C2=NC(=C(N=C21)CO)N2CCN(CC2)C2=CC=C(C=C2)F)C2OCCCC2)F